7-[(3,4-difluorophenyl)methyl]-6-(methoxymethyl)-2-(5-methyl-2-methylsulfanyl-pyrimidin-4-yl)-5,6-dihydroimidazo[1,2-a]pyrazin-8-one FC=1C=C(C=CC1F)CN1C(C=2N(CC1COC)C=C(N2)C2=NC(=NC=C2C)SC)=O